C(C(=C)C)(=O)OCC(COC(C(=C)C)=O)C 2-methyl-1,3-propanediol dimethacrylate